benzyl [(1R,2S,4R,5S)-5-(2-{[cis-3-(trifluoromethoxy)cyclobutyl]oxy}acetamido)bicyclo[2.2.1]heptan-2-yl]carbamate FC(O[C@H]1C[C@H](C1)OCC(=O)N[C@@H]1[C@H]2C[C@@H]([C@@H](C1)C2)NC(OCC2=CC=CC=C2)=O)(F)F